(3-(5-fluoro-2-(2-methoxypyridin-4-yl)-1H-pyrrolo[2,3-b]pyridin-4-yl)-3,8-diazabicyclo[3.2.1]oct-8-yl)((1S,2R)-2-fluorocyclopropyl)methanone FC=1C(=C2C(=NC1)NC(=C2)C2=CC(=NC=C2)OC)N2CC1CCC(C2)N1C(=O)[C@H]1[C@@H](C1)F